NCCCN(C(=O)[C@H]1N(CCC1)C1=NC(=CC(=C1)C(F)(F)F)C)C1=C(C(=C(C=C1)F)Cl)F (S)-N-(3-aminopropyl)-N-(3-chloro-2,4-difluorophenyl)-1-(6-methyl-4-(trifluoromethyl)pyridin-2-yl)pyrrolidine-2-carboxamide